2-phenoxypropionic acid O(C1=CC=CC=C1)C(C(=O)O)C